4-[2-[(6-vinyl-3-pyridinyl)oxy]ethyl]morpholine trans-tert-butyl-(4-(2-(6-chloroquinoline-2-carbonyl)hydrazine-1-carbonyl)cyclohexyl)carbamate C(C)(C)(C)N(C(O)=O)[C@@H]1CC[C@H](CC1)C(=O)NNC(=O)C1=NC2=CC=C(C=C2C=C1)Cl.C(=C)C1=CC=C(C=N1)OCCN1CCOCC1